C(C=1C(C(=O)O)=CC=CC1)(=O)O.C(CC(O)(C(=O)O)CC(=O)O)(=O)O.C(C)N(CC)C(C)O diethylaminoethanol citrate phthalate